ClC1=NC(=C(C(=N1)Cl)OCCNC(OC(C)(C)C)=O)NCCC1=C(NC2=C(C=C(C=C12)F)F)C tert-butyl N-[2-[2,4-dichloro-6-[2-(5,7-difluoro-2-methyl-1H-indol-3-yl)ethylamino]pyrimidin-5-yl]oxyethyl]carbamate